COC1C2(CC3CC(C(C1C3)OC)C2)N 2,4-dimethoxyadamantylamine